ClC1=NC(=CC(=C1C(=O)O)C1=CC=NC=C1OC([2H])([2H])[2H])C([2H])([2H])[2H] chloro-5'-(methoxy-d3)-6-(methyl-d3)-[4,4'-bipyridine]-3-carboxylic acid